ClC1=C2OC=3C=CC=C(C[C@@H]4N(C(NCC(C=C1)=N2)=O)CC[C@@H]4NS(=O)(=O)C)C3 N-[(15aS,16S)-7-chloro-1-oxo-2,3,15a,16,17,18-hexahydro-1H,15H-4,8-(azeno)-10,14-(metheno)pyrrolo[1,2-j][1,8,10]oxadiazacycloheptadecin-16-yl]methanesulfonamide